2,4-dichloro-5-(1-(2-methoxyethyl)-1H-pyrazol-4-yl)pyrimidine ClC1=NC=C(C(=N1)Cl)C=1C=NN(C1)CCOC